CC1(N(CC2=CC=CC=C2C1)CC1CCN(CC1)C1=CC(=C(C(=O)NS(=O)(=O)C2=CC(=C(C=C2)NCC2CCOCC2)[N+](=O)[O-])C=C1)OC=1C=C2C(=NC1)NC=C2)C 4-[4-[(3,3-dimethyl-1,4-dihydroisoquinolin-2-yl)methyl]-1-piperidyl]-N-[3-nitro-4-(tetrahydropyran-4-ylmethylamino)phenyl]sulfonyl-2-(1H-pyrrolo[2,3-b]pyridin-5-yloxy)benzamide